NC1CC2(CCC(C1)(N2C(=O)OC(C)(C)C)C)C tert-butyl 3-amino-1,5-dimethyl-8-azabicyclo[3.2.1]octane-8-carboxylate